C(C1=CC=CC=C1)O[C@H]1C[C@@H](N(C1)C(=O)OC(C)(C)C)COC1=C(C(=C(C(=C1)C)F)O[C@@H](CF)C)C(=O)OC tert-butyl (2R,4S)-4-(benzyloxy)-2-((4-fluoro-3-(((R)-1-fluoropropan-2-yl)oxy)-2-(methoxycarbonyl)-5-methylphenoxy)methyl)pyrrolidine-1-carboxylate